2-(2-(methylolamino)ethoxy)ethanol C(O)NCCOCCO